N-((1r,4r)-4-((3-chloro-4-cyanophenyl)(methyl)amino)cyclohexyl)-6-(4-(6-oxohexyl)piperidin-1-yl)pyridazine-3-carboxamide ClC=1C=C(C=CC1C#N)N(C1CCC(CC1)NC(=O)C=1N=NC(=CC1)N1CCC(CC1)CCCCCC=O)C